2-(4-bromophenoxy)ethan-1-ol BrC1=CC=C(OCCO)C=C1